CC1=CC=C(C=C1)NC1=NC=CN=C1 N-(4-methylphenyl)pyrazin-2-amine